NC1=NC(=CC(=C1)B(O)O)F 2-AMINO-6-FLUOROPYRIDIN-4-YLBORONIC ACID